(4-bromophenyl)-2,4-diamino-1,3,5-triazine BrC1=CC=C(C=C1)C1=NC(=NC(=N1)N)N